BrC=1C=2N(C(=NC1Cl)Cl)C=CN2 8-bromo-5,7-dichloroimidazo[1,2-c]pyrimidine